C(C)C1=CC=C(C=C1)C1=CC=C(C=C1)C(=O)NCC(=O)NCC1=C(C=CC=C1)C 4'-ethyl-N-(2-{[(2-methylphenyl)methyl]amino}-2-oxoethyl)biphenyl-4-carboxamide